tert-butyl (R)-(1-(2-bromopyridin-4-yl)ethyl)(ethyl)carbamate BrC1=NC=CC(=C1)[C@@H](C)N(C(OC(C)(C)C)=O)CC